(7-morpholino-5-(3-(m-tolyl)-1H-pyrazol-1-yl)pyrazolo[1,5-a]pyrimidin-2-yl)methanol O1CCN(CC1)C1=CC(=NC=2N1N=C(C2)CO)N2N=C(C=C2)C=2C=C(C=CC2)C